C(C)(C)(C)OC(=O)N1CCN(CC1)CCNC([C@H](NC1=NC=2C=CC=CC2C=2N1N=C(N2)C2=CC=C(C=C2)OC)C)=O 4-[2-({N-[2-(4-methoxyphenyl)[1,2,4]triazolo[1,5-c]quinazolin-5-yl]-D-alanyl}amino)ethyl]piperazine-1-carboxylic acid tert-butyl ester